5-neopentyl-N1,N3-bis(3,3'',5'-tri-tert-butyl-[1,1':3',1''-terphenyl]-2'-yl)benzene-1,3-diamine C(C(C)(C)C)C=1C=C(C=C(C1)NC1=C(C=C(C=C1C1=CC(=CC=C1)C(C)(C)C)C(C)(C)C)C1=CC(=CC=C1)C(C)(C)C)NC1=C(C=C(C=C1C1=CC(=CC=C1)C(C)(C)C)C(C)(C)C)C1=CC(=CC=C1)C(C)(C)C